FC1(CCC(CC1)(C1=CC(=C(C=C1)OC([2H])([2H])[2H])F)C(=O)N1[C@H](C[C@H](C1)F)C(=O)NC1=CC=C2C(=N1)C=NN2)F (4R)-1-[(4,4-Difluoro-1-{3-fluoro-4-[(2H3)methyloxy]phenyl}cyclohexyl)carbonyl]-4-fluoro-N-1H-pyrazolo[4,3-b]pyridin-5-yl-D-prolinamide